6-((3-(dimethyl(3-(trimethylammonio)propyl)ammonio)propyl)carbamoyl)-3-methyl-2-(methylthio)benzo[d]thiazol-3-ium C[N+](CCCNC(=O)C1=CC2=C([N+](=C(S2)SC)C)C=C1)(CCC[N+](C)(C)C)C